5Z-dodecenoic acid CCCCCC/C=C\CCCC(=O)O